3-(4-(4-(4-(2-(6,6-dimethyl-4,5,6,7-tetrahydro-1H-indazol-3-yl)-1H-indole-6-carbonyl)piperazin-1-yl)but-1-yn-1-yl)phenyl)piperidine-2,6-dione CC1(CCC=2C(=NNC2C1)C=1NC2=CC(=CC=C2C1)C(=O)N1CCN(CC1)CCC#CC1=CC=C(C=C1)C1C(NC(CC1)=O)=O)C